OC(COC(C=C)=O)COC1=CC=CC=C1 acrylic acid-2-hydroxy-3-phenoxypropyl ester